C(=O)(O)CN(CCC(=O)O)CCN(C)C N-(carboxymethyl)-N-[2-(dimethylamino)ethyl]-beta-alanine